[NH4+].C(C)NCC diethylamine ammonium salt